4-(isopropylamino)-6-(1H-pyrazol-4-yl)-1,8-naphthyridine-3-carboxamide C(C)(C)NC1=C(C=NC2=NC=C(C=C12)C=1C=NNC1)C(=O)N